OC[C@H](C1=CC=CC=C1)NC1=NC(=NC=C1C1=NC(=NO1)C)NC1=CC(=C(C(=O)NC)C=C1)C 4-[[4-[[(1S)-2-hydroxy-1-phenyl-ethyl]amino]-5-(3-methyl-1,2,4-oxadiazol-5-yl)pyrimidin-2-yl]amino]-N,2-dimethyl-benzamide